4-[(6-Bromopyridin-2-yl)oxy]methyl-3-fluorobenzonitrile BrC1=CC=CC(=N1)OCC1=C(C=C(C#N)C=C1)F